(6-chloro-4-((2-methoxy-3-(1-methyl-1H-1,2,4-triazol-3-yl)phenyl)amino)pyridin-3-yl)(cyclopropyl)methanone ClC1=CC(=C(C=N1)C(=O)C1CC1)NC1=C(C(=CC=C1)C1=NN(C=N1)C)OC